C(C)OC1=CC=C(C=O)C=C1 Para-ethoxybenzaldehyde